ClC1=NN(C=C1N(C(CCSCC1C(C1)(F)F)=O)CC)C=1C=NC=CC1 N-[3-chloro-1-(3-pyridinyl)pyrazol-4-yl]-3-[(2,2-difluorocyclopropyl)methylsulfanyl]-N-ethylpropanamide